2-(tetrahydrofuran-2-yl)-1-(3-(trifluoromethyl)phenyl)-9H-pyrrolo[1,2-a]indol-9-one O1C(CCC1)C=1C(=C2N(C=3C=CC=CC3C2=O)C1)C1=CC(=CC=C1)C(F)(F)F